(R)-N-(2-((2-(dimethylamino)ethyl)(methyl)amino)-5-((6-(3-(3-((3-fluorobenzyl)oxy)phenyl)isoxazolidin-2-yl)pyrimidin-4-yl)amino)-4-methoxyphenyl)acrylamide CN(CCN(C1=C(C=C(C(=C1)OC)NC1=NC=NC(=C1)N1OCC[C@@H]1C1=CC(=CC=C1)OCC1=CC(=CC=C1)F)NC(C=C)=O)C)C